NC1=CC=C2C=NNC2=C1C(=O)NC1C(NC(CC1)=O)=O 6-amino-N-(2,6-dioxopiperidin-3-yl)-1H-indazole-7-carboxamide